C(C1=CC=CC=C1)C1CCN(CC1)CC=1NC(=NN1)C=1NC2=CC(=C(C=C2C1)O)O 2-(5-((4-benzylpiperidin-1-yl)methyl)-4H-1,2,4-triazol-3-yl)-1H-indole-5,6-diol